4-chloro-9-isopropyl-2-phenyl-1,10-phenanthroline ClC1=CC(=NC2=C3N=C(C=CC3=CC=C12)C(C)C)C1=CC=CC=C1